(2R)-2-(6-{5-chloro-2-[(2-methyl-2H-1,2,3-triazol-4-yl)amino]pyrimidin-4-yl}-1-oxo-2,3-dihydro-1H-isoindol-2-yl)-N-[(1S)-1-(3-fluorophenyl)-2-hydroxyethyl]propionamide ClC=1C(=NC(=NC1)NC1=NN(N=C1)C)C1=CC=C2CN(C(C2=C1)=O)[C@@H](C(=O)N[C@H](CO)C1=CC(=CC=C1)F)C